pyrrolo{2,3-D}pyrimidine N1C=NC=C2C1=NC=C2